C1(CC1)C([C@H](C=1OC2=C(N1)C=C(C=C2)C(COC)=O)NC(OC(C)(C)C)=O)C2CC2 tert-butyl (R)-(2,2-dicyclopropyl-1-(5-(2-methoxyacetyl)-benzo[d]oxazol-2-yl)ethyl)carbamate